(2R,3R)-2-(6-chloro-8-(furan-2-yl)-2-(pent-1-yn-1-yl)-9H-purin-9-yl)tetrahydrofuran-3-ol ClC1=C2N=C(N(C2=NC(=N1)C#CCCC)[C@@H]1OCC[C@H]1O)C=1OC=CC1